methyl 5-bromo-4-fluoro-2-isobutyrylbenzoate BrC=1C(=CC(=C(C(=O)OC)C1)C(C(C)C)=O)F